tert-butyl (R)-6-allyl-4-benzoyl-6-methyl-5-oxo-1,4-diazepane-1-carboxylate C(C=C)[C@]1(C(N(CCN(C1)C(=O)OC(C)(C)C)C(C1=CC=CC=C1)=O)=O)C